[(2,3-dichloro-6-methoxyphenyl)(pyridin-4-yl)methyl]-1-methylazetidine ClC1=C(C(=CC=C1Cl)OC)C(C1=CC=NC=C1)C1N(CC1)C